1-([3-[(1R,2R,3R)-2-(aminomethyl)-3-(chloromethyl)cyclopropyl]-1,2,4-oxadiazol-5-yl]methyl)-7-methyl-6,7-dihydro-1H-purin-6-one NC[C@@H]1[C@H]([C@@H]1CCl)C1=NOC(=N1)CN1C=NC=2N=CN(C2C1=O)C